5-AMINOISOPHTHALALDEHYDE NC=1C=C(C=C(C=O)C1)C=O